C(C)OC1=C(C(=O)O)C=C(C(=C1)C(=O)O)OCC 2,5-diethoxyterephthalic acid